CN1CCN(CC1)C(=O)N[C@H](C(N[C@@H](CC1=CC=CC=C1)\C=C\S(=O)(=O)C1=CC=CC=C1)=O)CC1=CC=CC=C1 4-Methyl-N-((S)-1-oxo-3-phenyl-1-(((S,E)-1-phenyl-4-(phenylsulfonyl)but-3-en-2-yl)amino)propan-2-yl)piperazine-1-carboxamide